O1CC(CC1)C1NC2CC2C1 (2S)-3-tetrahydrofuran-3-yl-2-azabicyclo[3.1.0]hexane